6-(2-chloro-4-fluorophenyl)-8-methyl-2-(methylthio)pyrido[2,3-d]pyrimidin-7(8H)-one ClC1=C(C=CC(=C1)F)C1=CC2=C(N=C(N=C2)SC)N(C1=O)C